2-Chloro-9,10-bis(phenylethynyl)anthracene ClC1=CC2=C(C3=CC=CC=C3C(=C2C=C1)C#CC1=CC=CC=C1)C#CC1=CC=CC=C1